ClC1=NC=CC(=C1Cl)C=1N=C(C(=NC1)CN(C(OC(C)(C)C)=O)C[C@H]1NC(CC1)=O)OC tert-butyl (S)-((5-(2,3-dichloropyridin-4-yl)-3-methoxypyrazin-2-yl)methyl)((5-oxopyrrolidin-2-yl)methyl)carbamate